C1(CCCCC1)C=1C=CC(=NC1)N 5-cyclohexyl-pyridine-2-amine